Cl.FC1=C([NH2+]C)C(=CC=C1)F 2,6-difluoro-N-methylanilinium hydrochloride